C(C)C=1C=C(C=CC1)C1=C(C=C2C(C(COC2=C1)(C)C)NC(O[C@@H]1CN2CCC1CC2)=O)F (S)-quinuclidin-3-yl (7-(3-ethylphenyl)-6-fluoro-3,3-dimethylchroman-4-yl)carbamate